(10-bromodecyl)-4,5-dimethoxy-2-methyl-benzene BrCCCCCCCCCCC1=C(C=C(C(=C1)OC)OC)C